2-bromo-3-(2-(dimethylamino)ethyl)-1H-indol-4-yl acetate C(C)(=O)OC1=C2C(=C(NC2=CC=C1)Br)CCN(C)C